(1S,3R)-3-(4,4-diethyl-2-imino-6-oxo-hexahydropyrimidin-1-yl)-N-[(1R,2R)-2-hydroxy-2-methyl-indan-1-yl]-1-methoxy-indane-5-carboxamide C(C)C1(NC(N(C(C1)=O)[C@@H]1C[C@@H](C2=CC=C(C=C12)C(=O)N[C@H]1[C@](CC2=CC=CC=C12)(C)O)OC)=N)CC